CN1CCN(CC1)CC=1C=CC2=C(N(C(=N2)NC(=O)C=2SC=C(C2)[N+](=O)[O-])[C@H]2CN(CCCC2)C(=O)OC(C)(C)C)C1 tert-butyl (3R)-3-[6-[(4-methylpiperazin-1-yl)methyl]-2-[(4-nitrothiophene-2-carbonyl)amino] benzimidazol-1-yl]azepane-1-carboxylate